2-(4-amino-2,6-dichlorophenyl)-6-(3-((benzyloxy)methyl)-4-ethyl-5-oxo-4,5-dihydro-1H-1,2,4-triazol-1-yl)-4-(1-methylcyclopropyl)isoquinolin-1(2H)-one NC1=CC(=C(C(=C1)Cl)N1C(C2=CC=C(C=C2C(=C1)C1(CC1)C)N1N=C(N(C1=O)CC)COCC1=CC=CC=C1)=O)Cl